O[C@@]12[C@@](OC=3C=NC=C(C31)OC)([C@@H]([C@H]([C@H]2O)C(=O)N2CCOCC2)C2=CC=CC=C2)C2=CC=C(C=C2)C(F)(F)F |r| Rac-((4bS,5R,6R,7S,7aR)-4b,5-dihydroxy-4-methoxy-7-phenyl-7a-(4-(trifluoromethyl)phenyl)-4b,6,7,7a-tetrahydro-5H-cyclopenta[4,5]furo[2,3-c]pyridin-6-yl)(morpholino)methanone